C(C)NC(=O)[C@H]1O[C@H]([C@@H]([C@@H]1O)O)N1C2=NC(=NC(=C2N=C1)NC)C1=COC=C1 (2s,3s,4r,5r)-N-ethyl-5-(2-(furan-3-yl)-6-(methylamino)-9H-purin-9-yl)-3,4-dihydroxytetrahydrofuran-2-carboxamide